5-bromo-2-((3aR,5s,6aS)-octahydrocyclopenta[c]pyrrol-5-yl)benzo[d]thiazole BrC=1C=CC2=C(N=C(S2)C2C[C@@H]3[C@@H](CNC3)C2)C1